4-{1-[(4-methylphenyl)dioxy-λ6-sulfanyl]-3-(2-methylpyrazol-3-yl)pyrrolo[2,3-b]pyridin-5-yl}phenol CC1=CC=C(C=C1)OO[SH4]N1C=C(C=2C1=NC=C(C2)C2=CC=C(C=C2)O)C=2N(N=CC2)C